CC(COC(C(O)C)=O)CC(CC)C 2,4-dimethylhexyllactate